[C@@H]12[C@@H](C[C@@H](CC1)C2)NC(CN2C(C(=CC=C2)NC([C@H](CCC(C(=O)N)=O)NC(=O)C=2OC1=C(C2C)C=CC=C1)=O)=O)=O (S)-N1-(1-(2-((1R,2R,4S)-Bicyclo[2.2.1]heptan-2-ylamino)-2-oxoethyl)-2-oxo-1,2-dihydropyridin-3-yl)-2-(3-methylbenzofuran-2-carboxamido)-5-oxohexandiamid